6-hydroxy-2-(indolin-1-ylmethyl)-3H-quinazolin-4-one OC=1C=C2C(NC(=NC2=CC1)CN1CCC2=CC=CC=C12)=O